O=C1NC(CCC1N1C(C2=CC=C(C=C2C1)N1CCN(CC1)CCCN1CCC(CC1)C1=CC=C(C=C1)\C(=C(/CC)\C1=CC=CC=C1)\C1=CC=C(C=C1)B(O)O)=O)=O (E)-(4-(1-(4-(1-(3-(4-(2-(2,6-dioxopiperidin-3-yl)-1-oxoisoindolin-5-yl)piperazin-1-yl)propyl)piperidin-4-yl)phenyl)-2-phenylbut-1-en-1-yl)phenyl)boronic acid